C1(CCCCC1)N1C(=CC=2C1=C1C(=NC2)NC=C1)CNC1=CC=C(C=C1)C N-((1-cyclohexyl-1,6-dihydrodipyrrolo[2,3-b:2',3'-d]pyridin-2-yl)methyl)-4-methylaniline